S1S[C@@H](CC1)CCCCC(=O)O (R)-5-(1,2-dithiolan-3-yl)pentanoic acid